(3-methyl-1-(methylsulfonyl)azetidin-3-yl)methanol CC1(CN(C1)S(=O)(=O)C)CO